FC=1C(=CC(=NC1)OC)C(C(=O)N1CC2(CC1)NC1=NC(=C(C=C1CC2)C=2C=NN(C2)C)C)C 2-(5-fluoro-2-methoxypyridin-4-yl)-1-[7-methyl-6-(1-methyl-1H-pyrazol-4-yl)-3,4-dihydro-1H-spiro[1,8-naphthyridine-2,3'-pyrrolidin]-1'-yl]propan-1-one